Cl.C(C)C=1N=C(OC1C(=O)N)C 4-ethyl-2-methyloxazole-5-carboxamide-HCl